trans-triethyl-2-ethylcyclopropoxysilane C(C)[Si](O[C@H]1[C@@H](C1)CC)(CC)CC